ClC1=CC2=C(NC3=CC=C(C=C23)C=2CCN(CC2)C(=O)OC(C)(C)C)N=N1 tert-butyl 4-(3-chloro-9H-pyridazino[3,4-b]indol-6-yl)-3,6-dihydro-2H-pyridine-1-carboxylate